methyl 5-oxo-2,3,3a,4,6,6a-hexahydro-1H-pentalene-2-carboxylate O=C1CC2CC(CC2C1)C(=O)OC